S(N)(=O)(=O)C=1C=C(C=CC1)NC(=O)C=1C(=NC=C(C1)C(F)(F)F)N1C[C@@H](OCC1)C(F)(F)F N-(3-sulfamoylphenyl)-5-(trifluoromethyl)-2-[(2R)-2-(trifluoro-methyl)morpholin-4-yl]pyridine-3-carboxamide